piperidin-1-yl-2-(2,6-dioxopiperidin-3-yl)isoindoline-1,3-dione N1(CCCCC1)C1=C2C(N(C(C2=CC=C1)=O)C1C(NC(CC1)=O)=O)=O